(1R,2S,5S)-3-((S)-3,3-dimethyl-2-(2,2,2-trifluoroacetamido)butanoyl)-6,6-dimethyl-N-((S)-1-((S)-2-oxopyrrolidin-3-yl)but-3-yn-2-yl)-3-azabicyclo[3.1.0]hexane-2-carboxamide CC([C@@H](C(=O)N1[C@@H]([C@H]2C([C@H]2C1)(C)C)C(=O)N[C@@H](C[C@H]1C(NCC1)=O)C#C)NC(C(F)(F)F)=O)(C)C